N1CC(C1)C=1C=NC(=NC1)N1CC(CC1)C(F)(F)F (+)-5-(azetidin-3-yl)-2-[3-(trifluoromethyl)pyrrolidin-1-yl]pyrimidine